CC(C)(C)C1=NN(C=N1)CCO (1,1-dimethylethyl)-1H-1,2,4-triazol-1-ethanol